tert-butyl 3-(1-ethoxy-1-oxopropan-2-yl)-6-fluoro-1H-indole-1-carboxylate C(C)OC(C(C)C1=CN(C2=CC(=CC=C12)F)C(=O)OC(C)(C)C)=O